methyl 4-((2-(4-((3-aminopropyl)carbamoyl)phenyl)-3-oxo-2,8-diazaspiro[4.5]decan-8-yl)methyl)-2-cyclopropyl-5-ethoxybenzoate NCCCNC(=O)C1=CC=C(C=C1)N1CC2(CC1=O)CCN(CC2)CC2=CC(=C(C(=O)OC)C=C2OCC)C2CC2